2-methoxy-5-hydroxypyridine COC1=NC=C(C=C1)O